2-amino-6-borono-2-(2-(4-oxopiperidin-1-yl)ethyl)hexanoic acid NC(C(=O)O)(CCCCB(O)O)CCN1CCC(CC1)=O